5-{4-[(S)-4-(3,5-dimethylpyridin-2-yl)-3-methylpiperazine-1-carbonyl]phenyl}-5-fluoromethylimidazolidine-2,4-dione CC=1C(=NC=C(C1)C)N1[C@H](CN(CC1)C(=O)C1=CC=C(C=C1)C1(C(NC(N1)=O)=O)CF)C